C(CCCCCCCCC)[SiH2]C1=CC=C(C=C1)C1CCC1 decyl-(4-cyclobutyl-phenyl)silane